1-(1-methyl-6-(((3R,4R)-3-methylpiperidin-4-yl)amino)-1H-indazol-3-yl)pyrimidine-2,4(1H,3H)-dione CN1N=C(C2=CC=C(C=C12)N[C@H]1[C@@H](CNCC1)C)N1C(NC(C=C1)=O)=O